C(C)(C)OC1=C(C=C(C=C1)CO)C(F)(F)F (4-iso-propoxy-3-(trifluoromethyl)phenyl)methanol